BrC1=NN(C(=N1)C=1CCOCC1)C 3-bromo-5-(3,6-dihydro-2H-pyran-4-yl)-1-methyl-1H-1,2,4-triazole